N1C=C(C2=CC=CC=C12)C=O (1H-indol-3-yl)-methanone